COC1=C(C=CC=C1)C1OC(=C(C1=O)OS(=O)(=O)C1=CC=CC=C1)N 2-(2-methoxyphenyl)-4-[[phenylsulfonyl]oxy]-5-amino-3(2H)-furanone